ClC1=CC(=CC(=N1)C1=CC(=NC=N1)C(=O)NC)[C@@H]1CNC[C@H](O1)CN(C)C trans-6-(6-chloro-4-(6-((dimethylamino)methyl)morpholin-2-yl)pyridin-2-yl)-N-methylpyrimidine-4-carboxamide